dichloroamine ClNCl